ClC=1C=NC(=C(C(=O)NC2CCC(CC2)CN2C(N(C3=C2C=CC=C3)C3=CC(=NC=C3)C)=O)C1)C(F)F 5-chloro-2-(difluoromethyl)-N-((1r,4r)-4-((3-(2-methyl-pyridin-4-yl)-2-oxo-2,3-dihydro-1H-benzo[d]imidazol-1-yl)methyl)cyclohexyl)nicotinamide